C(C=C)N(C(OC(C)(C)C)=O)C1=C(C2=CC=CC(=C2C=C1)[N+](=O)[O-])Br tert-Butyl allyl(1-bromo-5-nitronaphthalen-2-yl)carbamate